ClC=1C(=C(C(=CC1)C(F)F)C1=CN=CC(=N1)C(=O)NC=1C=NN(C1)CC=1C=NC(=CC1)N1CC2CCC(C1)N2C)F 6-(3-Chloro-6-(difluoromethyl)-2-fluorophenyl)-N-(1-((6-(8-methyl-3,8-diazabicyclo[3.2.1]octan-3-yl)pyridin-3-yl)methyl)-1H-pyrazol-4-yl)pyrazine-2-carboxamide